tert-butyl 2-(bis(3-methoxybenzyl)amino)-6,7-dihydrothiazolo[5,4-c]pyridine-5(4H)-carboxylate COC=1C=C(CN(C=2SC=3CN(CCC3N2)C(=O)OC(C)(C)C)CC2=CC(=CC=C2)OC)C=CC1